(S,E)-methyl 7-(1-(2-(2-adamantylamino)-2-oxoethyl)-2-oxo-1,2-dihydropyridin-3-ylamino)-6-(1-methyl-1H-1,2,3-triazole-4-carboxamido)-7-oxohept-2-enoate C12C(C3CC(CC(C1)C3)C2)NC(CN2C(C(=CC=C2)NC([C@H](CC/C=C/C(=O)OC)NC(=O)C=2N=NN(C2)C)=O)=O)=O